3'-chloro-5'-methyl-[1,1'-biphenyl]-3,5-dicarboxylic acid ClC=1C=C(C=C(C1)C)C1=CC(=CC(=C1)C(=O)O)C(=O)O